C(C1=CC=CC=C1)NS(=O)(=O)Cl N-benzyl-sulfamoyl chloride